C(C)OC(CC1=C(C=C(C(=C1)O)C(=O)NC1=C(C=CC=C1)C1=NN=NN1)O)=O (4-(2-(1H-tetrazol-5-yl)phenylaminocarbonyl)-2,5-dihydroxyphenyl)acetic acid ethyl ester